5,8-dimethoxy-1,4-naphthalenedione dioxime pyridine-4-carboxylate N1=CC=C(C=C1)C(=O)O.COC1=C2C(C=CC(C2=C(C=C1)OC)=NO)=NO